2-(4-(1-methyl-4-(2-(methylamino)pyrimidin-5-yl)-6-oxo-1,6-dihydropyridin-3-yl)-1H-pyrazol-1-yl)benzonitrile CN1C=C(C(=CC1=O)C=1C=NC(=NC1)NC)C=1C=NN(C1)C1=C(C#N)C=CC=C1